C(C)N(CC)CC=1C=CC(=NC1)/C=C/C1=NN(C2=CC(=CC=C12)N)C1OCCCC1 3-[(trans)-2-[5-(diethylaminomethyl)-2-pyridyl]vinyl]-1-tetrahydropyran-2-ylindazol-6-amine